NC1(COCC2=CC(=CC=C12)Br)CO (4-amino-7-bromoisochroman-4-yl)methanol